2,3-dichloro-4-(2-cyano-4-((S)-2-methylpiperidine-1-carbonyl)thiazol-5-yl)-N-((S)-1,1,1-trifluorobut-2-yl)benzenesulfonamide ClC1=C(C=CC(=C1Cl)C1=C(N=C(S1)C#N)C(=O)N1[C@H](CCCC1)C)S(=O)(=O)N[C@H](C(F)(F)F)CC